C(C)(C)C1(C=CC=C1)[Ti](N(C)CC)(N(C)CC)N(CC)C (isopropylcyclopentadienyl)tris(methylethylamino)titanium